6-(1H-imidazol-1-yl)-3-((8-methoxy-2-(pyridin-3-yl)-2,3-dihydrobenzo[b][1,4]dioxin-6-yl)methyl)-3H-imidazo[4,5-b]pyridine N1(C=NC=C1)C=1C=C2C(=NC1)N(C=N2)CC2=CC1=C(OC(CO1)C=1C=NC=CC1)C(=C2)OC